C(#N)[C@H](C[C@H]1C(NCC1)=O)NC(=O)[C@@H]1[C@H]2C([C@H]2CN1C([C@H](C(C)(C)C)NC(=O)C1CCOCC1)=O)(C)C (1r,2S,5S)-N-((S)-1-cyano-2-((S)-2-oxopyrrolidin-3-yl)ethyl)-3-((S)-3,3-dimethyl-2-(tetrahydro-2H-pyran-4-carboxamido)butanoyl)-6,6-dimethyl-3-azabicyclo[3.1.0]hexane-2-carboxamide